Cl.C(CCCCCCCCC)C1=CC=C(C=C1)C1=NOC(=N1)CCCN1CCOCC1 4-(3-(3-(4-decylphenyl)-1,2,4-oxadiazol-5-yl)propyl)morpholine hydrochloride